dilysyl-imidazoline N[C@@H](CCCCN)C(=O)C1C(N=CN1)C([C@@H](N)CCCCN)=O